4,6-dimethyl-dibenzo[b,d]thiophene CC1=CC=CC2=C1SC1=C2C=CC=C1C